Tert-butyl (2S,5S)-5-(((tert-butyldiphenylsilyl)oxy)methyl)-2-((2-(4-bromo-2-fluorophenyl)propan-2-yl)carbamoyl)morpholine-4-carboxylate [Si](C1=CC=CC=C1)(C1=CC=CC=C1)(C(C)(C)C)OC[C@@H]1CO[C@@H](CN1C(=O)OC(C)(C)C)C(NC(C)(C)C1=C(C=C(C=C1)Br)F)=O